6-[3-chloro-4-(cyclopropylmethoxy)phenyl]-N-[[2-(1,4-oxazepan-4-yl)-3-pyridinyl]methyl]pyridazine-4-carboxamide ClC=1C=C(C=CC1OCC1CC1)C1=CC(=CN=N1)C(=O)NCC=1C(=NC=CC1)N1CCOCCC1